2-[4-[6-[3-(5-fluoro-6-methyl-2-pyridyl)-1H-pyrazol-4-yl]-3-quinolyl]pyrazol-1-yl]-N-methyl-ethanamine FC=1C=CC(=NC1C)C1=NNC=C1C=1C=C2C=C(C=NC2=CC1)C=1C=NN(C1)CCNC